ClC1=CC=CC2=C1N(C(N2C2CCOCC2)=O)C2=CC=C(C=C2)C[C@@H](C(=O)O)NC(C2=C(C=CC=C2F)Cl)=O (S)-3-(4-(7-chloro-2-oxo-3-(tetrahydro-2H-pyran-4-yl)-2,3-dihydro-1H-benzo[d]imidazol-1-yl)phenyl)-2-(2-chloro-6-fluorobenzamido)propanoic acid